3-(3-methyl-4-(4-(methylamino)piperidin-1-yl)-2-oxo-2,3-dihydro-1H-benzo[d]imidazol-1-yl)piperidine-2,6-dione hydrochloride Cl.CN1C(N(C2=C1C(=CC=C2)N2CCC(CC2)NC)C2C(NC(CC2)=O)=O)=O